C[As](C)SCC1C(C(C(C(O1)O)O)O)O 6-(Dimethylarsanylsulfanylmethyl)oxane-2,3,4,5-tetrol